BrC=1C=C(C=CC1)C(C(=O)OC)(CCCC1(CC1)CS(=O)(=O)CCO)C Methyl 2-(3-bromophenyl)-5-(1-(((2-hydroxyethyl)sulfonyl)methyl)cyclopropyl)-2-methylpentanoate